Br.[N+](=O)([O-])CC1(CCCCC1)NCC(=O)OC Methyl (1-(nitromethyl)cyclohexyl)glycinate Hydrobromide